butyl 4-(((3S*,4R*)-4-(4-cyanophenyl)-1-methylpyrrolidin-3-yl)methyl)-5,7-dimethyl-1H-indole-1-carboxylate C(#N)C1=CC=C(C=C1)[C@H]1[C@@H](CN(C1)C)CC1=C2C=CN(C2=C(C=C1C)C)C(=O)OCCCC |o1:8,9|